3-vinyl-2-oxazolidone C(=C)N1[CH-]OCC1=O